OC1=C(C=C(C=C1C)NC1=CC(=C(C(=C1)C)O)C)C Bis(4-hydroxy-3,5-dimethylphenyl)amine